3,5-difluoro-4-(piperidin-1-yl)aniline FC=1C=C(N)C=C(C1N1CCCCC1)F